C(CCCCCCCCCCC)SCCC(OCC(CC(C(=O)[O-])CSCCCCCCCCCCCC)(CC(C(=O)[O-])CSCCCCCCCCCCCC)COC(CCSCCCCCCCCCCCC)=O)=O 2,2-bis{[3-(dodecylthio)-1-oxopropoxy] methyl}propane-1,3-diylbis[3-(dodecylthio)propionate]